(E)-3-(1-((4-methoxyphenyl)sulfonyl)-5-morpholino-1H-indol-3-yl)-1-(pyridin-4-yl)prop-2-en-1-one COC1=CC=C(C=C1)S(=O)(=O)N1C=C(C2=CC(=CC=C12)N1CCOCC1)/C=C/C(=O)C1=CC=NC=C1